(3-Bromo-6,7-dihydropyrazolo[1,5-a]pyrazin-5(4H)-yl)(cyclopentyl)methanone BrC=1C=NN2C1CN(CC2)C(=O)C2CCCC2